7-((6,7-dimethoxyquinazolin-4-yl)amino)-1-methyl-2-(trifluoromethyl)quinolin-4(1H)-one COC=1C=C2C(=NC=NC2=CC1OC)NC1=CC=C2C(C=C(N(C2=C1)C)C(F)(F)F)=O